COC1=C(C=CC=C1)C1CC(CC1)=O 3-(2-Methoxyphenyl)cyclopentan-1-one